[Si](C1=CC=CC=C1)(C1=CC=CC=C1)(C(C)(C)C)OCCCC(=O)NC1=C(C=CC(=C1)NC=1N=CC2=C(N1)NC(C=C2C#C[Si](C(C)C)(C(C)C)C(C)C)=O)N2CCN(CC2)C(C)C 4-[(tert-butyldiphenylsilyl)oxy]-N-[2-(4-isopropylpiperazin-1-yl)-5-({7-oxo-5-[2-(triisopropylsilyl)ethynyl]-8H-pyrido[2,3-d]pyrimidin-2-yl}amino)phenyl]butanamide